2-((1H-pyrazolo[3,4-d]pyrimidin-4-yl)amino)-4-((2-(methylsulfonyl)ethyl)(4-(5,6,7,8-tetrahydro-1,8-naphthyridin-2-yl)butyl)amino)butanoic acid N1N=CC=2C1=NC=NC2NC(C(=O)O)CCN(CCCCC2=NC=1NCCCC1C=C2)CCS(=O)(=O)C